N-cyclopropyl-2-(difluoromethoxy)-4-[7-(1-hydroxy-1,2-dimethyl-propyl)imidazo[1,2-a]pyridin-3-yl]-6-methoxy-benzamide C1(CC1)NC(C1=C(C=C(C=C1OC)C1=CN=C2N1C=CC(=C2)C(C(C)C)(C)O)OC(F)F)=O